NC=1C=CC(=NC1)NCCOCCOCCOCCOCCC(=O)OC(C)(C)C tert-butyl 1-((5-aminopyridin-2-yl)amino)-3,6,9,12-tetraoxapentadecan-15-oate